1-[4-(1-Hydroxybutoxy)phenyl]-3-phenylprop-2-en-1-one OC(CCC)OC1=CC=C(C=C1)C(C=CC1=CC=CC=C1)=O